C1(CCCCC1)CN1C2=C(OC(C1=O)(C)C)C=CC(=C2)C(=O)NO 4-(cyclohexylmethyl)-N-hydroxy-2,2-dimethyl-3-oxo-3,4-dihydro-2H-benzo[b][1,4]oxazine-6-carboxamide